COC=1C=C(C=C(C1)OC)C1=NC(=CC2=C1NC1=CC=CC=C21)NC=2C(C(C1=CC=CC=C1C2)=O)=O ((1-(3,5-dimethoxyphenyl)-9H-pyrido[3,4-b]indol-3-yl)amino)naphthalene-1,2-dione